C(CC)=C1OC(=O)C2=CC=CC=C12 3-propylidenephthalide